CC=1C(=C(SC1C(NCCNC([C@@H](NC([C@@H](NC([C@@H](NC(OC(C)(C)C)=O)C(C)C)=O)C(C)C)=O)C(C)C)=O)=O)NC(C(CC)C=1C=C(C=CC1)C)=O)C(=O)OC methyl 4-methyl-2-(2-(m-tolyl)butanamido)-5-(((6S,9S,12S)-6,9,12-triisopropyl-2,2-dimethyl-4,7,10,13-tetraoxo-3-oxa-5,8,11,14-tetraazahexadecan-16-yl)carbamoyl)thiophene-3-carboxylate